3-hydroxy-2-methyl-2-({2-methyl-5-[(2-methyl-1,3-thiazol-5-yl)methoxy]-1-benzothiophen-3-yl}formamido)propanamide OCC(C(=O)N)(NC(=O)C1=C(SC2=C1C=C(C=C2)OCC2=CN=C(S2)C)C)C